FC=1C=C2C(=C(C(N(C2=CC1)C)=O)C=1C=2N(C(=CC1)C[C@@H](C(=O)OC)NC(C1=CC=CC=C1)(C1=CC=CC=C1)C1=CC=CC=C1)C=CN2)C(F)(F)F methyl (S)-3-(8-(6-fluoro-1-methyl-2-oxo-4-(trifluoromethyl)-1,2-dihydro quinolin-3-yl)imidazo[1,2-a]pyridin-5-yl)-2-(tritylamino)propanoate